N-[[2-[6-(2,2-difluorocyclopropyl)-2-pyridinyl]-1,6-naphthyridin-7-yl]methyl]carbamic acid tert-butyl ester C(C)(C)(C)OC(NCC1=NC=C2C=CC(=NC2=C1)C1=NC(=CC=C1)C1C(C1)(F)F)=O